BrC1=C2C(=C(C=3CCOC31)CC(C)N)OCC2 1-(4-Bromo-2,3,6,7-tetrahydrofuro[2,3-f][1]benzofuran-8-yl)propan-2-amine